C(CCCCCCCCCCCCCCC)(=O)SCCNC(CCNC([C@@H](C(COP(OP(OC[C@@H]1[C@H]([C@H]([C@@H](O1)N1C=NC=2C(N)=NC=NC12)O)OP(=O)(O)O)(=O)O)(=O)O)(C)C)O)=O)=O Palmityl-Coenzyme A